BrC1=CC2=C(N(CCN(C2=O)CC2=C(C=CC(=C2)OC(F)(F)F)F)C)N=C1 7-Bromo-4-(2-fluoro-5-(trifluoromethoxy)benzyl)-1-methyl-3,4-dihydro-1H-pyrido[2,3-e][1,4]diazepin-5(2H)-one